C(C)(C)(C)OC(=O)N1CC=2N=C(N=C(C2CC1)N1CCN(CC1)C(=O)OCC1=CC=CC=C1)SC tert-butyl-4-(4-benzyloxycarbonylpiperazin-1-yl)-2-methylsulfanyl-6,8-dihydro-5H-pyrido[3,4-d]pyrimidine-7-carboxylate